3-bromo-9,9-diphenylfluorene BrC=1C=CC=2C(C3=CC=CC=C3C2C1)(C1=CC=CC=C1)C1=CC=CC=C1